4-[4-[4-(Cyclobutoxy)pyrimidin-2-yl]-2,6-difluoro-N-methyl-anilino]butanoic acid C1(CCC1)OC1=NC(=NC=C1)C1=CC(=C(N(C)CCCC(=O)O)C(=C1)F)F